tert-butyl 2-(3,4-bis(bromomethyl)-2,5-dioxo-2,5-dihydro-1H-pyrrol-1-yl)acetate BrCC=1C(N(C(C1CBr)=O)CC(=O)OC(C)(C)C)=O